methyl 5-benzyl-3-((1-methyl-1H-pyrazole-4-carboxamido)methyl)-4,5-dihydroisoxazole-5-carboxylate C(C1=CC=CC=C1)C1(CC(=NO1)CNC(=O)C=1C=NN(C1)C)C(=O)OC